(2-Morpholinoethoxy)-N-phenethyl-1H-benzo[d]imidazole-1-carboxamide O1CCN(CC1)CCOC1=NC2=C(N1C(=O)NCCC1=CC=CC=C1)C=CC=C2